4-(5-(4-bromophenyl)-3-(trifluoromethyl)-1H-pyrazol-1-yl)benzenesulfonamide BrC1=CC=C(C=C1)C1=CC(=NN1C1=CC=C(C=C1)S(=O)(=O)N)C(F)(F)F